C(C)C1=CN=C(S1)NC(C(C)C=1C=C(C=NC1)C=1N=CC(=NC1)NC(C=C)=O)=O N-(5-(5-(1-((5-ethylthiazol-2-yl)amino)-1-oxopropan-2-yl)pyridin-3-yl)pyrazin-2-yl)acrylamide